N[C@@H](CO)COC1OCCCC1 (2S)-2-amino-3-[(tetrahydro-2H-pyran-2-yl)oxy]propan-1-ol